ClC=1C=C2C(=CN(C2=CC1)C1COC1)C1CCN(CC1)C(=O)OC(C)(C)C tert-Butyl 4-(5-chloro-1-(oxetan-3-yl)-1H-indol-3-yl)piperidine-1-carboxylate